C(C(=C)C)(=O)[O-].N[C@@H](CCCN)C(=O)O.[Cu+2].C(C(=C)C)(=O)[O-] copper ornithine methacrylate